NC[C@H]1[C@@H](C1)NC(OC(C)(C)C)=O tert-butyl N-((1R,2S)-2-(aminomethyl)cyclopropyl)carbamate